C(#N)C1=CC=C2C=3C(C4=C(C(C3NC2=C1)(C)C)C=C(C(=C4)CC)N4CCN(CC4)CCCC(=O)O)=O 4-(4-{3-cyano-9-ethyl-6,6-dimethyl-11-oxo-5H,6H,11H-benzo[b]carbazol-8-yl}piperazin-1-yl)butanoic acid